C1(CCC1)CN1N=CC(=C1)NC(=O)C1=CC=CC(=N1)C1=CC=NC=C1 N-[1-(cyclobutylmethyl)-1H-pyrazol-4-yl]-2,4'-bipyridine-6-carboxamide